(3S)-methyl 3-(5-(2,6-dimethylphenyl)pyridin-3-yl)-3-((2S)-4-methyl-2-(2-oxo-4-(trifluoromethyl) piperidin-1-yl)pentanamido)propanoate CC1=C(C(=CC=C1)C)C=1C=C(C=NC1)[C@H](CC(=O)OC)NC([C@H](CC(C)C)N1C(CC(CC1)C(F)(F)F)=O)=O